N1=CC=CC=2C(NC(=CC12)N)([2H])[2H] [1,6]Naphthyridine-5,5-d2-7-amine